FC1=CC(=C(C(=C1)C(C)C)NC(=O)N=[S@](=O)(N)C=1SC=C(C1)C(C)(C)O)C(C)C (R)-N'-(4-fluoro-2,6-diisopropylphenylcarbamoyl)-4-(2-hydroxypropan-2-yl)thiophene-2-sulfonimidamide